1-[(3S)-3-[4-[3-chloro-2-fluoro-4-(trifluoromethoxy)anilino]pyrido[3,2-d]pyrimidin-6-yl]oxypyrrolidin-1-yl]prop-2-en-1-one ClC=1C(=C(NC=2C3=C(N=CN2)C=CC(=N3)O[C@@H]3CN(CC3)C(C=C)=O)C=CC1OC(F)(F)F)F